N-[(5-chloro-2-isopropyl-phenyl)methyl]-N-cyclopropyl-5-fluoro-1,3-dimethyl-pyrazole-4-carboxamide ClC=1C=CC(=C(C1)CN(C(=O)C=1C(=NN(C1F)C)C)C1CC1)C(C)C